NC1=C(C=C(C(=O)N2CC(C2)C#CC2=C3CN(C(C3=CC=C2)=O)C2C(NC(CC2)=O)=O)C=C1)OC 3-(4-((1-(4-amino-3-methoxybenzoyl)azetidin-3-yl)ethynyl)-1-oxoisoindolin-2-yl)piperidine-2,6-dione